C[C@H](CO)CC (S)-2-methyl-1-butanol